C(#N)C=1C=CC2=C(N=C(S2)C23CC(C2)(C3)NC(OC(C)(C)C)=O)C1 tert-butyl N-[3-(5-cyano-1,3-benzothiazol-2-yl)-1-bicyclo[1.1.1]pentanyl]carbamate